C(OCN1C(CCCC1=O)=O)(OC(C)C)=O 2,6-dioxopiperidin-1-ylmethyl isopropyl carbonate